NC=1C=C(C=C2C=C(N=CC12)NC(=O)[C@H]1[C@@H](C1)C#N)C=1C=NC=C(C1C)N |r| (+-)-trans-N-(8-amino-6-(5-amino-4-methylpyridin-3-yl)isoquinolin-3-yl)-2-cyanocyclopropanecarboxamide